CN(C)C=C1C(C2=C(SC(=C2)C(=O)OCC)CC1)=O Ethyl 5-((dimethylamino) methylene)-4-oxo-4,5,6,7-tetrahydrobenzo[b]thiophene-2-carboxylate